2-methyl-5-(trifluoromethyl)pyridin-3-amine CC1=NC=C(C=C1N)C(F)(F)F